6-chloro-N-phenethyl-5-(pyridin-2-yl)-1H-benzo[d]Imidazole-1-carboxamide ClC=1C(=CC2=C(N(C=N2)C(=O)NCCC2=CC=CC=C2)C1)C1=NC=CC=C1